methyl 5-[(1R,5S,6S)-6-({[6-(trifluoromethyl)pyridin-2-yl]oxy}methyl)-3-azabicyclo[3.1.0]hexane-3-carbonyl]pyrazine-2-carboxylate FC(C1=CC=CC(=N1)OCC1[C@H]2CN(C[C@@H]12)C(=O)C=1N=CC(=NC1)C(=O)OC)(F)F